tert-butyl (E)-8-(4-methoxy-4-carbonylbut-2-en-1-yl)-2,8-diazaspiro[4.5]decane-2-carboxylate COC(/C=C/CN1CCC2(CCN(C2)C(=O)OC(C)(C)C)CC1)=C=O